N1N=NN=C1C=1C=C2C(=CNC2=CC1)C=O 5-(1H-tetrazol-5-yl)-1H-indole-3-carbaldehyde